S1C=NC=C1O Thiazol-5-ol